2-(3-fluoropyridin-4-yl)-3-isopropyl-5-(piperidin-4-yl)-1H-indole FC=1C=NC=CC1C=1NC2=CC=C(C=C2C1C(C)C)C1CCNCC1